NC1=C(C(=NN1C1CCC1)C1=CC=C(C=C1)CC(=O)NC1=CC(=NO1)CC(C)(C)C)C#N 2-(4-(5-Amino-4-cyano-1-cyclobutyl-1H-pyrazol-3-yl)phenyl)-N-(3-neopentylisoxazol-5-yl)acetamide